4-(4-cyclopropyl-6-(methoxy-d3)pyrimidin-5-yl)-2-(4-(1-methyl-4-(trifluoromethyl)-1H-imidazol-2-yl)benzyl)-2,6,7,8-tetrahydropyrazolo[3,4,5-de]quinazoline C1(CC1)C1=NC=NC(=C1C=1N=C2CCCC=3C2=C(N1)N(N3)CC3=CC=C(C=C3)C=3N(C=C(N3)C(F)(F)F)C)OC([2H])([2H])[2H]